(S)-2-benzyl-5-methyl-N-(prop-2-yn-1-yl)-N-(m-tolyl)-1,2,5-thiadiazolidine-3-carboxamide 1,1-dioxide C(C1=CC=CC=C1)N1S(N(C[C@H]1C(=O)N(C=1C=C(C=CC1)C)CC#C)C)(=O)=O